4-(2-vinyloxyethoxy)benzoic acid C(=C)OCCOC1=CC=C(C(=O)O)C=C1